2-(6-methyl-2,3-dihydro-1H-quinolin-4-ylidene)propanedi-nitrile CC=1C=C2C(CCNC2=CC1)=C(C#N)C#N